5-((benzyloxy)methyl)furan-2-carbaldehyde C(C1=CC=CC=C1)OCC1=CC=C(O1)C=O